3-(3,4-difluoro-2-methoxy-phenoxy)-6-(trifluoromethyl)pyrazine-2-carboxylic acid FC=1C(=C(OC=2C(=NC(=CN2)C(F)(F)F)C(=O)O)C=CC1F)OC